6-(4-(3-chloro-4-fluorophenyl)-1-(1-methylcyclopropyl)-1H-imidazol-5-yl)imidazo[1,2-b]pyridazine-3-carbonitrile ClC=1C=C(C=CC1F)C=1N=CN(C1C=1C=CC=2N(N1)C(=CN2)C#N)C2(CC2)C